4-cyano-4-[(dodecylthiocarbonyl)thio]pentanoic acid methyl ester COC(CCC(C)(SC(=S)CCCCCCCCCCCC)C#N)=O